COC=1C=C(C(=O)O)C=C(C1OC)[N+](=O)[O-] 3,4-bisMethoxy-5-nitrobenzoic acid